ClC=1N(C(=CN1)C1=CC(=CC=C1)Cl)C 2-chloro-5-(3-chlorophenyl)-1-methyl-imidazole